C1(CC1)C1=NNC(N1CC1=C(C=C2[C@](NC(NC2=C1)=O)(C(F)(F)F)C#CC1CC1)F)=O (S)-7-((3-cyclopropyl-5-oxo-1,5-dihydro-4H-1,2,4-triazol-4-yl)methyl)-4-(cyclopropylethynyl)-6-fluoro-4-(trifluoromethyl)-3,4-dihydroquinazolin-2(1H)-one